6-(2-{[1-(3-chloro(2-pyridyl))-isopropyl]amino}pyrimidin-5-yl)pyridine-2-carboxamide ClC=1C(=NC=CC1)C(C)(C)NC1=NC=C(C=N1)C1=CC=CC(=N1)C(=O)N